cis-3-hydroxy-1-methyl-3-(2-(3-methyl-3H-[1,2,3]triazolo[4,5-b]pyridin-6-yl)thieno[2,3-d]pyrimidin-6-yl)cyclobutanecarbonitrile OC1(CC(C1)(C#N)C)C1=CC2=C(N=C(N=C2)C=2C=C3C(=NC2)N(N=N3)C)S1